tert-butyl 4-(4-(4-(4-(tert-butoxycarbonyl)piperazin-1-yl)-2-methylbenzamido)-3-methylphenyl)piperazine-1-carboxylate C(C)(C)(C)OC(=O)N1CCN(CC1)C1=CC(=C(C(=O)NC2=C(C=C(C=C2)N2CCN(CC2)C(=O)OC(C)(C)C)C)C=C1)C